tert-butyl 3-[{5-carbamoyl-1-[4-(2,5-difluorophenoxy)phenyl]-4-nitro-1H-pyrazol-3-yl}(2-oxoethyl)amino]azetidine-1-carboxylate C(N)(=O)C1=C(C(=NN1C1=CC=C(C=C1)OC1=C(C=CC(=C1)F)F)N(C1CN(C1)C(=O)OC(C)(C)C)CC=O)[N+](=O)[O-]